4-[6-chloro-4-(trifluoromethyl)-2-pyridinyl]-2-cyano-piperazine-1-carboxylic acid tert-butyl ester C(C)(C)(C)OC(=O)N1C(CN(CC1)C1=NC(=CC(=C1)C(F)(F)F)Cl)C#N